C(C)SC(CC1C(=C(CCC1)O)C(CC)=O)C (2-ethylthiopropyl)-2-propionyl-3-hydroxy-2-cyclohexene